COCCOC(CO/N=C/C1=C(C=C(C(=C1)N1C(N(C(=CC1=O)C(C)(F)F)C)=O)F)Cl)=O 2-Methoxyethyl-{[(E)-{2-chloro-5-[4-(1,1-difluoroethyl)-3-methyl-2,6-dioxo-3,6-dihydropyrimidin-1(2H)-yl]-4-fluorobenzylidene}amino]oxy}acetate